N-(6-((5-bromo-2-((4-(4-(3,5-dimethylpiperazin-1-yl)piperidin-1-yl)-5-ethyl-2-methoxyphenyl)amino)pyrimidin-4-yl)amino)quinoxalin-5-yl)methanesulfonamide BrC=1C(=NC(=NC1)NC1=C(C=C(C(=C1)CC)N1CCC(CC1)N1CC(NC(C1)C)C)OC)NC=1C(=C2N=CC=NC2=CC1)NS(=O)(=O)C